ClC=1N=C2C(=C(C(N(C2=CC1)C)=O)C#N)N1CCC(CC1)(O)CC1=NC=C(C=C1)Cl 6-chloro-4-{4-[(5-chloropyridin-2-yl)methyl]-4-hydroxypiperidin-1-yl}-1-methyl-2-oxo-1,2-dihydro-1,5-naphthyridine-3-carbonitrile